C(CCC)OC([C@H]([C@H]([C@@H]([C@H](C(=O)OCCCC)O)O)O)O)=O glucaric acid dibutyl ester